4,4-difluoro-N-{4-[5-fluoro-3-(4-fluoropyridin-2-yl)-1H-pyrrolo[3,2-b]pyridin-2-yl]pyridin-2-yl}-2-(4-fluorophenyl)butanamide FC(CC(C(=O)NC1=NC=CC(=C1)C1=C(C2=NC(=CC=C2N1)F)C1=NC=CC(=C1)F)C1=CC=C(C=C1)F)F